OCC1CCC(CC1)CO 1,4-Bishydroxymethylcyclohexane